C(C)(C)(C)C1C=2C(=C(C(NC2C=2C(=C3C=CC=NC3=C(C2)OC(F)F)C1)=O)C(=O)O)O 6-(tert-butyl)-12-(difluoromethoxy)-7-hydroxy-9-oxo-5,6,9,10-tetrahydroquinolino[7,8-f]quinoline-8-carboxylic acid